3-(2-aminoethylamino)propyldiethoxymethyl-silane NCCNCCC[SiH2]C(OCC)OCC